2-formyl-cyclopent-2-ene-1-carboxylic acid C(=O)C=1C(CCC1)C(=O)O